pentakis(dimethylamino)tantalum CN(C)[Ta](N(C)C)(N(C)C)(N(C)C)N(C)C